FC(C(CCN)C1=CC=CC=C1)(F)F 4,4,4-trifluoro-3-phenylbutan-1-amine